(S)-1-((S)-1-(2-((S)-amino(4,4-difluorocyclohexyl)methyl)benzo[d]oxazol-5-yl)-2-methoxyethyl)-4-(trifluoromethyl)imidazolidin-2-one hydrochloride salt Cl.N[C@H](C=1OC2=C(N1)C=C(C=C2)[C@@H](COC)N2C(N[C@@H](C2)C(F)(F)F)=O)C2CCC(CC2)(F)F